rac-5-[4-amino-2-(N-(2-amino-1-methyl-2-oxoethyl)-4-fluoro-anilino)thiazole-5-carbonyl]-N-(2,2,2-trifluoroethyl)isoxazole-3-carboxamide NC=1N=C(SC1C(=O)C1=CC(=NO1)C(=O)NCC(F)(F)F)N(C1=CC=C(C=C1)F)[C@@H](C(=O)N)C |r|